3-Chloro-6-(2-chloro-4-(trifluoromethyl)-5-vinylphenyl)-5-fluoropicolinic acid ClC=1C(=NC(=C(C1)F)C1=C(C=C(C(=C1)C=C)C(F)(F)F)Cl)C(=O)O